4-allyl-6-chlorocatechol di-n-butanoate C(CCC)(=O)OC=1C(OC(CCC)=O)=CC(=CC1Cl)CC=C